2-methyl-N-[1-[3-(2-methyl-4-pyridyl)-1,2,4-thiadiazol-5-yl]ethylidene]propane-2-sulfinamide CC(C)(C)S(=O)N=C(C)C1=NC(=NS1)C1=CC(=NC=C1)C